CC=1C=C(CN2CCCCC2)C=CC1 1-(3-methylbenzyl)piperidin